C(COCC(=O)O)OCC(=O)O 2,2'-[ethylenebis(oxy)]bisacetic acid